CC1=NC=NC2=CC(=CC(=C12)OC1CCC(CC1)N1C(C2=CC=CC=C2C1=O)=O)N1CCOCC1 2-[4-(4-methyl-7-morpholino-quinazolin-5-yl)oxycyclohexyl]isoindoline-1,3-dione